C1(=CC=CC=C1)C1=C(C(=CC(=C1)C1=CC=CC=C1)C1=CC=CC=C1)C1=CC(=CC=C1)N(C1=CC=C(C=C1)C1=CC=C(C=C1)C1=CC=CC=C1)C1=CC(=CC=C1)C1=CC2=CC=CC=C2C=C1 (3',5'-diphenyl-1,1':2',1''-terphenyl-3''-yl)-(3-naphthalen-2-yl-phenyl)-(1,1':4',1''-terphenyl-4-yl)-amine